2,5-Dihydrofuran-3,4-dicarboxylic acid dimethyl ester COC(=O)C=1COCC1C(=O)OC